piperazine, ammonium salt [NH4+].N1CCNCC1